CC(C)NCC(C1=CC=C(C=C1)NS(=O)(=O)C)O The molecule is a sulfonamide that is N-phenylmethanesulfonamide in which the phenyl group is sustituted at position 4 by a 1-hydroxy-2-(isopropylamino)ethyl group. It has both beta-adrenoreceptor blocking (Vaughan Williams Class II) and cardiac action potential duration prolongation (Vaughan Williams Class III) antiarrhythmic properties. It is used (usually as the hydrochloride salt) for the management of ventricular and supraventricular arrhythmias. It has a role as a beta-adrenergic antagonist, an anti-arrhythmia drug, an environmental contaminant and a xenobiotic. It is a member of ethanolamines, a secondary amino compound, a secondary alcohol and a sulfonamide. It is a conjugate base of a sotalol(1+).